C(#N)C1=C(C=C(C=N1)N1C(N(C2(CCC2)C1=O)C1=CC(=C(C(=O)NC)C=C1)F)=S)C(F)(F)F 4-[7-(6-cyano-5-trifluoromethylpyridine-3-yl)-8-oxo-6-thioxo-5,7-diazaspiro[3.4]octan-5-yl]-2-fluoro-N-methylbenzamide